C(C)(C)(C)C=1C=C(N(N1)C1CC1)NC(=O)NC1=CC=C(C2=CC=CC=C12)OCCN1C=NC2=C1C=CC=C2NC 1-[5-tert-butyl-2-cyclopropyl-2H-pyrazol-3-yl]-3-[4-(2-(4-methylaminobenzoimidazol-1-yl)ethoxy)naphthalen-1-yl]-urea